BrC=1C(=C(C=C2CCCOC12)NC1=NC(=CC(=N1)NC)C)F N2-(8-bromo-7-fluoro-chroman-6-yl)-N4,6-dimethyl-pyrimidine-2,4-diamine